androstan-17β-ol C[C@@]12[C@H](CC[C@H]1[C@@H]1CCC3CCCC[C@]3(C)[C@H]1CC2)O